2,2-dichloro-3-(3,5-dichlorophenyl)cyclopropane-1-carboxylic acid ClC1(C(C1C1=CC(=CC(=C1)Cl)Cl)C(=O)O)Cl